OC1(CCNCC1)CN1CCC(CC1)C1=CC(=C2C=C(C(N(C2=C1)C)=O)C)N1CCN(C2=CC=C(C=C12)C#N)C 4-(7-(1-((4-hydroxypiperidin-4-yl)methyl)piperidin-4-yl)-1,3-dimethyl-2-oxo-1,2-dihydroquinolin-5-yl)-1-methyl-1,2,3,4-tetrahydroquinoxaline-6-carbonitrile